COC(CN)C 2-Methoxypropan-1-amine